C(CC(O)(C(=O)O)CC(=O)O)(=O)O.C(C)OC[C@@]1(CN(CC1)C(C)(C)C=1C=NC(=CC1)C)CCC1=NC2=NC=NC=C2N1CC1=CC=C(C=C1)OC (S)-8-(2-(3-(ethoxymethyl)-1-(2-(6-methylpyridin-3-yl)propan-2-yl)pyrrolidin-3-yl)ethyl)-7-(4-methoxybenzyl)-7H-purine citrate